NC1=NN2C(C=C(C=C2)C=2C=C(C(=NC2)OC)C(=O)NCC[C@H](O)C2=CC=C(C=C2)Cl)=N1 5-{2-amino-[1,2,4]triazolo[1,5-a]pyridin-7-yl}-N-[(3S)-3-(4-chlorophenyl)-3-hydroxypropyl]-2-methoxypyridine-3-carboxamide